CN([P@](OC[C@@H]1CN(C[C@@H](O1)N1C2=NC(=NC(=C2N=C1)OCCC#N)NC(C(C)C)=O)C(C1=CC=CC=C1)(C1=CC=CC=C1)C1=CC=CC=C1)(=O)Cl)C ((2S,6R)-6-(6-(2-cyanoethoxy)-2-isobutyramido-9H-purin-9-yl)-4-tritylmorpholin-2-yl)methyl (R)-dimethylphosphoramidochloridate